C[C@@H]1CN(C[C@@H](N1)C)C=1N=NC(=CN1)C1=C(C=C(C=C1)C=1C=C(C=2N(C1)C=C(N2)C)C#N)O 6-(4-{3-[(3R,5S)-3,5-dimethylpiperazin-1-yl]-1,2,4-triazin-6-yl}-3-hydroxyphenyl)-2-methylimidazo[1,2-a]pyridine-8-carbonitrile